COC(=O)C1=CC(=NC2=C1N=CNC2=O)Cl.CC2(OC1=CC(=CC=C1C=C2C=C)C(C)=O)C 1-(2,2-dimethyl-3-vinyl-2H-chromen-7-yl)ethan-1-one methyl-6-chloro-4-oxo-3H-pyrido[3,2-d]pyrimidine-8-carboxylate